COC(=O)C1CCC(CC1)N1N=CN=C1 (1r,4r)-4-(1H-1,2,4-triazol-1-yl)cyclohexane-1-carboxylic acid methyl ester